2-(dodecylthio)ethan-1-amine C(CCCCCCCCCCC)SCCN